4-chloro-6-isopropyl-2-(2-methyl-2H-pyrazolo[3,4-b]pyridin-5-yl)pyrimidine-5-carbonitrile ClC1=NC(=NC(=C1C#N)C(C)C)C1=CC=2C(N=C1)=NN(C2)C